2-((S)-1-Acryloyl-4-((S)-7-(7-fluoro-2-oxo-3,4-dihydroquinolin-1(2H)-yl)-2-(((S)-1-methylpyrrolidin-2-yl)methoxy)-5,6,7,8-tetrahydroquinazolin-4-yl)piperazin-2-yl)acetonitrile C(C=C)(=O)N1[C@H](CN(CC1)C1=NC(=NC=2C[C@H](CCC12)N1C(CCC2=CC=C(C=C12)F)=O)OC[C@H]1N(CCC1)C)CC#N